[Cl-].C(=O)(O)C=1C=CC(=C(C1)NC1CC[NH2+]CC1)NC(=O)C=1NC(=C(C1Cl)Cl)C 4-((5-carboxy-2-(3,4-dichloro-5-methyl-1H-pyrrole-2-carboxamido)phenyl)amino)piperidin-1-ium chloride